C(C)(=O)N1CCN(CC1)C1=CC=C(C=C1)NC1=NC=C2C(=N1)N(N(C2=O)CC=C)C2=CC=CC(=N2)S(=O)(=O)N 6-(6-((4-(4-acetylpiperazin-1-yl)phenyl)amino)-2-allyl-3-oxo-2,3-dihydro-1H-pyrazolo[3,4-d]Pyrimidin-1-yl)pyridin-2-sulfonamide